2-(methylamino)-3-nitro-7,8-dihydro-1,6-naphthyridin-5(6H)-one CNC1=NC=2CCNC(C2C=C1[N+](=O)[O-])=O